2-methoxy-6-(1-methylpiperidin-4-yl)-N-(3-phenylpropyl)-1H-benzo[d]imidazole-1-carboxamide COC1=NC2=C(N1C(=O)NCCCC1=CC=CC=C1)C=C(C=C2)C2CCN(CC2)C